4-[7-(benzyloxy)-[1,2,4]triazolo[1,5-a]pyridin-5-yl]benzonitrile C(C1=CC=CC=C1)OC1=CC=2N(C(=C1)C1=CC=C(C#N)C=C1)N=CN2